C(C)(=O)N1CCC(CC1)N1C(C2=CC=CC(=C2C1=O)N)=O 2-(1-acetylpiperidin-4-yl)-4-aminoisoindoline-1,3-dione